2-Chloro-4-(methoxymethyl)pyrimidineacetonitrile ClC1(NC=CC(=N1)COC)CC#N